carbon 1-dotriacontanol C(CCCCCCCCCCCCCCCCCCCCCCCCCCCCCCC)O.[C]